3,6-bis(5-bromothien-2-yl)-2,5-bis(2-hexyldecyl)pyrrolo[3,4-c]pyrrole-1,4-dione BrC1=CC=C(S1)C=1N(C(C2=C(N(C(C21)=O)CC(CCCCCCCC)CCCCCC)C=2SC(=CC2)Br)=O)CC(CCCCCCCC)CCCCCC